4-(2-amino-9-((2R,3S,4S,5R)-4-fluoro-3-hydroxy-5-(hydroxymethyl)tetrahydrofuran-2-yl)-6,8-dioxo-1,6,8,9-tetrahydro-7H-purin-7-yl)butanenitrile NC=1NC(C=2N(C(N(C2N1)[C@@H]1O[C@@H]([C@H]([C@H]1O)F)CO)=O)CCCC#N)=O